cyclopropyl-6-(1-(8-(cyclopropylmethyl)-8-azabicyclo[3.2.1]octan-3-yl)piperidin-4-yl)-4-fluoro-2-(4-(methylsulfonyl)phenyl)-1H-benzo[d]imidazole C1(CC1)N1C(=NC2=C1C=C(C=C2F)C2CCN(CC2)C2CC1CCC(C2)N1CC1CC1)C1=CC=C(C=C1)S(=O)(=O)C